N-(3-chlorophenyl)-3-oxo-2-(phenylmethylene)butanamide ClC=1C=C(C=CC1)NC(C(C(C)=O)=CC1=CC=CC=C1)=O